trans-N-(5-(7'-Fluoro-3-hydroxy-3'-methyl-2'-oxo-2',3'-dihydrospiro[cyclobutane-1,1'-pyrrolo[2,3-c]quinolin]-8'-yl)-2-(2-(isopropylamino)ethoxy)pyridin-3-yl)methanesulfonamide FC=1C(=CC=2C3=C(C=NC2C1)N(C(C31CC(C1)O)=O)C)C=1C=C(C(=NC1)OCCNC(C)C)NS(=O)(=O)C